6-methyl-N-(1-methylcyclopropyl)-5-[4-(propan-2-yl)-5h,6h,7h,8h-pyrido[3,4-d]pyrimidine-7-carbonyl]furo[2,3-d]pyrimidin-4-amine CC1=C(C2=C(N=CN=C2NC2(CC2)C)O1)C(=O)N1CC=2N=CN=C(C2CC1)C(C)C